3-(4-(2-(thiophen-2-yl)imidazo[4,5-d]pyrrolo[2,3-b]pyridin-1(6H)-yl)-1H-pyrazol-1-yl)propionitrile S1C(=CC=C1)C1=NC=2C(=C3C(=NC2)NC=C3)N1C=1C=NN(C1)CCC#N